FC1=C(C=CC(=C1)F)SC=1N=NC=CC1C(=O)NO 3-[(2,4-Difluorophenyl)sulfanyl]-N-hydroxypyridazine-4-carboxamide